OC1=C(CNCCNCC2=C(C=CC(=C2)CCC(=O)O)O)C=C(C=C1)CCC(=O)O N,N'-bis[2-hydroxy-5-(carboxyethyl)benzyl]-ethylenediamine